[Cl-].NC1=NC=CC=C1[C@@H](C1=CC(=C(C=C1)C(C)C)F)NC(=O)[C@H]1[NH2+]C[C@@H](C1)F (2S,4R)-2-(((R)-(2-aminopyridin-3-yl)(3-fluoro-4-isopropylphenyl)methyl)carbamoyl)-4-fluoropyrrolidin-1-ium chloride